5-[(2S)-2-amino-3-methoxy-propoxy]pyrimidin-4-amine N[C@H](COC=1C(=NC=NC1)N)COC